[SiH](=O)N silanamide